N-(2,6-difluoro-3-methoxyphenyl)-5-fluoro-4-(3-oxo-5,6,7,8-tetrahydro[1,2,4]triazolo[4,3-a]pyridin-2(3H)-yl)-2-{[(2S)-1,1,1-trifluoropropan-2-yl]oxy}benzamide FC1=C(C(=CC=C1OC)F)NC(C1=C(C=C(C(=C1)F)N1N=C2N(CCCC2)C1=O)O[C@H](C(F)(F)F)C)=O